ClC=1C=NC(=C(C(=O)NC2CCC(CC2)CN2C(C(C3=CC=CC=C23)(O)C2=C(C=CC(=C2)C(F)(F)F)F)=O)C1)C 5-chloro-N-((1r,4r)-4-((3-(2-fluoro-5-(trifluoromethyl)phenyl)-3-hydroxy-2-oxoindolin-1-yl)methyl)cyclohexyl)-2-methylnicotinamide